C(C(C)=C)OCC(C(=O)OC(C1=CC=CC=C1)C1=CC=CC=C1)=C diphenylmethyl α-methallyloxymethylacrylate